18-[[(1S)-1-carboxy-4-[2-[2-[2-[2-[2-[2-(2,5-dioxopyrrolidin-1-yl)oxy-2-oxo-ethoxy]ethoxy]ethylamino]-2-oxo-ethoxy]ethoxy]ethylamino]-4-oxo-butyl]amino]-18-oxo-octadecanoic acid C(=O)(O)[C@H](CCC(=O)NCCOCCOCC(=O)NCCOCCOCC(=O)ON1C(CCC1=O)=O)NC(CCCCCCCCCCCCCCCCC(=O)O)=O